N-(5-chloropyridin-3-yl)-N-({5-[5-(difluoromethyl)-1,3,4-oxadiazol-2-yl]-1,3-thiazol-2-yl}methyl)-2-[(2R)-2-methylmorpholin-4-yl]ethane-1-sulfonamide ClC=1C=C(C=NC1)N(S(=O)(=O)CCN1C[C@H](OCC1)C)CC=1SC(=CN1)C=1OC(=NN1)C(F)F